COC=1C=CC=C(C1OC)OC 3,4,5-trimethoxybenzene